C(#N)C=1C=CC(=C(C1)C1=NN=C(O1)C(=O)N[C@H]1CN[C@@H](C1)C)OC 5-(5-cyano-2-methoxyphenyl)-N-((3R,5R)-5-methylpyrrolidin-3-yl)-1,3,4-oxadiazol-2-Formamide